1-(5-bromopyridin-2-yl)but-3-en-1-ol BrC=1C=CC(=NC1)C(CC=C)O